OC=1C=2N(C=C(C1)NCC(C)(C)O)N=CC2C#N 4-hydroxy-6-((2-hydroxy-2-methylpropyl)amino)pyrazolo[1,5-a]pyridine-3-carbonitrile